FC1=C(C=CC(=C1)C1=NC=2C=NC(=NC2N(C1=O)C(C)C)N[C@@H]1CNC[C@H](C1)F)NS(=O)(=O)N1CCCC1 N-(2-Fluoro-4-(2-(((3S,5S)-5-fluoropiperidin-3-yl)amino)-8-isopropyl-7-oxo-7,8-dihydropteridin-6-yl)phenyl)pyrrolidine-1-sulfonamide